2-(9-(4-(6-((6-acetyl-8-cyclopentyl-5-methyl-7-oxo-7,8-dihydropyrido[2,3-d]pyrimidin-2-yl)amino)pyridin-3-yl)piperazin-1-yl)-9-oxononanamido)-N-(4,5-dimethylthiazol-2-yl)benzamide C(C)(=O)C1=C(C2=C(N=C(N=C2)NC2=CC=C(C=N2)N2CCN(CC2)C(CCCCCCCC(=O)NC2=C(C(=O)NC=3SC(=C(N3)C)C)C=CC=C2)=O)N(C1=O)C1CCCC1)C